COC1=NC=C(C(=N1)OC)C1=CC=C(N=N1)C#N 6-(2,4-dimethoxypyrimidin-5-yl)pyridazine-3-carbonitrile